2-Chloro-5-{[(2,2-dimethylpropanoyl)amino]methyl}-N-[1-(3-phenylpropyl)-1H-indazol-4-yl]benzamide ClC1=C(C(=O)NC2=C3C=NN(C3=CC=C2)CCCC2=CC=CC=C2)C=C(C=C1)CNC(C(C)(C)C)=O